2-{2-[(1H-1,3-Benzodiazol-2-ylmethyl)amino]ethyl}-N-[(1-methyl-1H-pyrazol-4-yl)methyl]-1,3-thiazole-4-carboxamide N1C(=NC2=C1C=CC=C2)CNCCC=2SC=C(N2)C(=O)NCC=2C=NN(C2)C